4-(5-cyano-2-methoxyphenyl)-6-methyl-N-(5-(tetrahydro-2H-pyran-4-carbonyl)-4,5,6,7-tetrahydrothiazolo[5,4-c]pyridin-2-yl)nicotinamide C(#N)C=1C=CC(=C(C1)C1=CC(=NC=C1C(=O)NC=1SC=2CN(CCC2N1)C(=O)C1CCOCC1)C)OC